The molecule is a member of the class of biphenyls that is benzidine in which one of the hydrogens ortho to each of the amino groups has been replaced by an amino group. It has a role as a histological dye. It is a member of biphenyls and a substituted aniline. C1=CC(=C(C=C1C2=CC(=C(C=C2)N)N)N)N